(E)-N-(cyclopentylaminomethylsulfonyl)-3-(4-ethoxy-3-methoxyphenyl)acrylamide C1(CCCC1)NCS(=O)(=O)NC(\C=C\C1=CC(=C(C=C1)OCC)OC)=O